cis-7-Bromo-3-(hydroxymethyl)-3a,4-dihydro-3H-oxazolo[4,3-c][1,4]benzoxazin-1-one BrC1=CC2=C(N3[C@@H](CO2)[C@@H](OC3=O)CO)C=C1